2-(4-formylphenyl)-4-(5-formylthien-2-yl)-7-phenyl-7H-pyrrolo[2,3-d]pyrimidine C(=O)C1=CC=C(C=C1)C=1N=C(C2=C(N1)N(C=C2)C2=CC=CC=C2)C=2SC(=CC2)C=O